(R)-N-(1-(3-(difluoromethyl)-2-fluorophenyl)ethyl)-6-(1-(difluoromethyl)cyclopropyl)-2-methyl-7-(oxetan-3-yloxy)pyrido[2,3-d]pyrimidin-4-amine FC(C=1C(=C(C=CC1)[C@@H](C)NC=1C2=C(N=C(N1)C)N=C(C(=C2)C2(CC2)C(F)F)OC2COC2)F)F